C[C@H]1C(C(CCCCCCCCCCCC1)=O)C(=O)OCC ethyl (2R)-2-methyl-15-oxocyclopentadecane-1-carboxylate